5-(2-Azaspiro[3.3]heptane-6-ylmethyl)-N-[[1-(trifluoromethyl)cyclopropyl]methyl]pyrazin-2-amine C1NCC12CC(C2)CC=2N=CC(=NC2)NCC2(CC2)C(F)(F)F